ClC=1C(=NC(=NC1NC=1C=C2CC(N(C2=CC1)C)=O)N1C[C@H]([C@@H](CC1)NC1=CC=C2C(=NN(C2=C1)C)C1(C(NC(CC1)=O)=O)C)OC)F 3-(6-(((3R,4R)-1-(5-chloro-4-fluoro-6-((1-methyl-2-oxoindolin-5-yl)amino)pyrimidin-2-yl)-3-methoxypiperidin-4-yl)amino)-1-methyl-1H-indazol-3-yl)-3-methylpiperidine-2,6-dione